C(C)(C)(C)P(C(C)(C)C)C(C)(C)C.C(C)(C)(C)P(C(C)(C)C)C(C)(C)C.[Pd] palladium bis(tri-tert-butylphosphine)